6-(1,2,3,6-tetrahydropyridin-4-yl)cinnolin-4-amine hydrochloride Cl.N1CCC(=CC1)C=1C=C2C(=CN=NC2=CC1)N